COC(C1CC=CC=C1[C@H]1O[C@@]([C@@H]([C@@H]1O)O)(C#N)C1=CC=C2C(=NC=NN21)N)=O (2R,3S,4R,5R)-5-(4-Aminopyrrolo[2,1-f][1,2,4]triazin-7-yl)-5-cyano-3,4-dihydroxytetrahydrofuran-2-benzoic acid methyl ester